5-benzyl-3-((1-isopropyl-1H-pyrazole-3-carboxamido)methyl)-4,5-dihydroisoxazole C(C1=CC=CC=C1)C1CC(=NO1)CNC(=O)C1=NN(C=C1)C(C)C